CN(C1CCC(CC1)NC1=C2C=C(N(C2=CC=C1)CC(F)(F)F)C#CCNC1=CC(=C(C(=O)NC)C=C1OC)F)C 4-((3-(4-(((1S,4S)-4-(dimethylamino)cyclohexyl)amino)-1-(2,2,2-trifluoroethyl)-1H-indol-2-yl)prop-2-yn-1-yl)amino)-2-fluoro-5-methoxy-N-methyl-benzamide